CN(C(=O)C=1C=C(C=CC1O)NC(=O)C1=CC2=C(S1)C=CC=C2C=2C=C1C(=NC2)NN=C1)C N-(3-(dimethylcarbamoyl)-4-hydroxyphenyl)-4-(1H-pyrazolo[3,4-b]pyridin-5-yl)benzo[b]thiophene-2-carboxamide